tert-butyl (8-(5-bromo-4-(4-cyano-3-fluorophenyl)thiophene-2-carbonyl)-8-azabicyclo[3.2.1]octan-3-yl)carbamate BrC1=C(C=C(S1)C(=O)N1C2CC(CC1CC2)NC(OC(C)(C)C)=O)C2=CC(=C(C=C2)C#N)F